FN(C(C(F)(F)F)(C(F)(F)F)C(F)(F)F)F Perfluorotertiary butyl-amine